di(dodecylthio)dibutyltin C(CCCCCCCCCCC)S[Sn](CCCC)(CCCC)SCCCCCCCCCCCC